(1-cyclopropylethyl)-1H-1,2,4-triazole-1-ethanol C1(CC1)C(C)C1=NN(C=N1)CCO